N5-[[2-[(3-methyl-5,6,7,8-tetrahydroimidazo[1,2-a]pyridin-7-yl)methoxy]-4-pyridyl]methyl]isoquinoline-1,5-diamine CC1=CN=C2N1CCC(C2)COC2=NC=CC(=C2)CNC=2C=1C=CN=C(C1C=CC2)N